(3S,6S,12aS)-6-isobutyl-9-methoxy-3-(2-oxo-2-(piperidin-1-yl)ethyl)-2,3,12,12a-tetrahydropyrazino[1',2':1,6]pyrido[3,4-b]indole-1,4(6H,7H)-dione C(C(C)C)[C@@H]1N2[C@@H](CC3=C1NC=1C=C(C=CC31)OC)C(N[C@H](C2=O)CC(N2CCCCC2)=O)=O